5-((4-((R)-3-Aminopiperidin-1-yl)-3-(((R,S)-methylsulfinyl)methyl)phenyl)amino)-7-(cyclopropylamino)pyrazolo[1,5-a]pyrimidin N[C@H]1CN(CCC1)C1=C(C=C(C=C1)NC1=NC=2N(C(=C1)NC1CC1)N=CC2)C[S@](=O)C